L-aspartate ammonium [NH4+].N[C@@H](CC(=O)[O-])C(=O)[O-].[NH4+]